CCCCCCCCCCCC(CC(=O)O[C@@H]1[C@H]([C@@H](O[C@@H]([C@H]1O)CO)OP(=O)([O-])OP(=O)([O-])OC[C@@H]2[C@H]([C@H]([C@@H](O2)N3C=CC(=O)NC3=O)O)O)NC(=O)C)O The molecule is a nucleotide-sugar oxoanion obtained by deprotonation of the diphosphate OH groups of UDP-3-O-(3-hydroxytetradecanoyl)-N-acetyl-beta-glucosamine. It is a conjugate base of an UDP-3-O-(3-hydroxytetradecanoyl)-N-acetyl-beta-glucosamine.